N-(4-(2,2-difluoro-7-((5-methoxy-7-methyl-1H-indol-4-yl)methyl)-7-azaspiro[3.5]nonan-6-yl)phenyl)benzamide FC1(CC2(C1)CC(N(CC2)CC2=C1C=CNC1=C(C=C2OC)C)C2=CC=C(C=C2)NC(C2=CC=CC=C2)=O)F